FC1C2(CC3=CC=CC=C13)NC(C=1N2C(C(=CC1C)NC1=CC(=NC=N1)NC(=O)C1CC1)=O)=O N-(6-((1'-FLUORO-8-METHYL-1,5-DIOXO-1,1',3',5-TETRAHYDRO-2H-SPIRO[IMIDAZO[1,5-A]PYRIDINE-3,2'-INDEN]-6-YL)AMINO)PYRIMIDIN-4-YL)CYCLOPROPANECARBOXAMIDE